[Si](C1=CC=CC=C1)(C1=CC=CC=C1)(C(C)(C)C)OCC(C(=O)Cl)(C)C 3-((tert-butyldiphenylsilyl)oxy)-2,2-dimethylpropionyl chloride